ClC=1C=CC2=C([C@@H](C[C@@H](O2)C(=O)NC23CCC(CC2)(CC3)C(NCC3=NC=C(C=C3)C(F)(F)F)=O)O)C1 (2R,4R)-6-chloro-4-hydroxy-N-[4-({[5-(trifluoromethyl)pyridin-2-yl]methyl}carbamoyl)bicyclo[2.2.2]octan-1-yl]-3,4-dihydro-2H-1-benzopyran-2-carboxamide